tert-butyl 4-((5-(2,6-dioxopiperidin-3-yl)-1-methyl-1H-benzo[d]imidazol-2-yl)methyl)piperazine-1-carboxylate O=C1NC(CCC1C1=CC2=C(N(C(=N2)CN2CCN(CC2)C(=O)OC(C)(C)C)C)C=C1)=O